FC1=C(C(=CC(=C1)CN[C@@H]1CNCCC1)O)N1CC(NS1(=O)=O)=O (S)-5-(2-fluoro-6-hydroxy-4-((piperidin-3-ylamino)methyl)phenyl)-1,2,5-thiadiazolidin-3-one 1,1-dioxide